benzyl 4-(2-bromo-3-cyano-9,10-dihydro-4H-benzo[d]pyrazolo[1,5-a][1,3]diazepin-6-yl)piperazine-1-carboxylate BrC1=NN2C(NC3=C(CC2)C=CC(=C3)N3CCN(CC3)C(=O)OCC3=CC=CC=C3)=C1C#N